FC(C1(CC1)C=1C=CC(=NC1)N)(F)F 5-(1-(Trifluoromethyl)cyclopropyl)pyridin-2-amine